1-(4-fluoro-2-hydroxy-phenyl)ethanone (R)-benzyl-3-(3,4-dichlorophenyl)-3-((4-(trifluoromethoxy)phenyl)sulfonamido)pyrrolidine-1-carboxylate C(C1=CC=CC=C1)OC(=O)N1C[C@](CC1)(NS(=O)(=O)C1=CC=C(C=C1)OC(F)(F)F)C1=CC(=C(C=C1)Cl)Cl.FC1=CC(=C(C=C1)C(C)=O)O